CC1CN(C=C(C1)C#N)NCC[C@]1(CCOC2(CCCC2)C1)C1=NC=CC=C1 3-methyl-1-((2-((R)-9-(pyridin-2-yl)-6-oxaspiro[4.5]decan-9-yl)ethyl)amino)-2,3-dihydro-1H-pyridine-5-carbonitrile